NCCCCCOC1=C(C=C2C(=NC(=NC2=C1)NCCCN(C)C)NC1CCN(CC1)CCCCCN)OC 7-((5-aminopentyl)oxy)-N4-(1-(5-aminopentyl)piperidin-4-yl)-N2-(3-(dimethylamino)propyl)-6-methoxyquinazoline-2,4-diamine